Methyl 5-benzyl-2-(2-fluoro-5-((6-fluoro-4-(methylthio)-1H-indol-5-yl)oxy)phenyl)-1H-imidazole-4-carboxylate C(C1=CC=CC=C1)C1=C(N=C(N1)C1=C(C=CC(=C1)OC=1C(=C2C=CNC2=CC1F)SC)F)C(=O)OC